4-(aminomethyl)-6-(6-ethylpyridin-3-yl)phthalazin NCC1=NN=CC2=CC=C(C=C12)C=1C=NC(=CC1)CC